C(C)O/C=C/C=1C=C(C=CC1C(F)(F)F)C=1C=NOC1 4-[3-[(E)-2-ethoxyvinyl]-4-(trifluoromethyl)phenyl]isoxazole